C(C(C)C)NS(=O)(=O)C1=CC=C(C(=O)O)C=C1 4-[(isobutylamino)sulfonyl]benzoic acid